FC1=C2C(=CNC2=CC=C1)CCN(C1CCC1)C N-(2-(4-fluoro-1H-indol-3-yl)ethyl)-N-methylcyclobutanamine